BrC1=CC=C(C=C1)C=1N=C(OC1C1C2=CC=CC=C2OC=2C=CC=CC12)C 4-(4-Bromophenyl)-2-methyl-5-(9H-xanthen-9-yl)oxazole